C(C)(=O)C1=CC=C(C=C1)NC(=O)C1CCN(CC1)C1=NC(=NC=C1C)NC1=CC=C(C=C1)N1CCOCC1 N-(4-acetylphenyl)-1-(5-methyl-2-{[4-(morpholin-4-yl)phenyl]amino}pyrimidin-4-yl)piperidine-4-carboxamide